N[C@H]1C2N(CC1CC2)C(=O)C2=CC1=C(C(=C(O1)C1=CC=3C(=NC(=CC3)N3CC(C3)OC)N1CC1CC1)C)C=C2 ((7R)-7-Amino-2-azabicyclo[2.2.1]heptan-2-yl)(2-(1-(cyclopropylmethyl)-6-(3-methoxyazetidin-1-yl)-1H-pyrrolo[2,3-b]pyridin-2-yl)-3-methylbenzofuran-6-yl)methanone